9-tert-butylpyridin-2-yl-9H-carbazol-2-ol C(C)(C)(C)N1C2=CC=CC=C2C=2C=CC(=C(C12)C1=NC=CC=C1)O